2-[4-[6-[3-(5-fluoro-6-methyl-2-pyridyl)-1H-pyrazol-4-yl]-1,5-naphthyridin-3-yl]pyrazol-1-yl]-N-methyl-ethanamine FC=1C=CC(=NC1C)C1=NNC=C1C=1N=C2C=C(C=NC2=CC1)C=1C=NN(C1)CCNC